1-(6-(4-isopropyl-4H-1,2,4-triazol-3-yl)pyridin-2-yl)-3-(6-(prop-1-en-2-yl)pyrazolo[1,5-a]pyridin-2-yl)urea C(C)(C)N1C(=NN=C1)C1=CC=CC(=N1)NC(=O)NC1=NN2C(C=CC(=C2)C(=C)C)=C1